N1N=COC=C1 1,4-dihydro-4-oxapyridazine